C[Si](C)(C)C#CCC#C Trimethylsilyl-1,4-pentadiyne